ClC1=C2C(NC=N1)=NC=C2 4-chloro-pyrrolo[2,3-d]pyrimidine